N-{[4-(aminomethyl)phenyl]carbamoyl}-L-methionyl-N1-[2-(2,5-dioxo-2,5-dihydro-1H-pyrrol-1-yl)ethyl]-L-isoleucinamide mono(trifluoroacetate) FC(C(=O)O)(F)F.NCC1=CC=C(C=C1)NC(=O)N[C@@H](CCSC)C(=O)N[C@@H]([C@@H](C)CC)C(=O)NCCN1C(C=CC1=O)=O